ClC1=CC=C(C=C1)[C@@]1(N(C(C2=CC(=CC=C12)C(CC1=CC=NC=C1)(C)O)=O)CC1=NC=C(C=C1)Cl)OC (3R)-3-(4-Chlorophenyl)-2-[(5-chloropyridin-2-yl)methyl]-6-[2-hydroxy-1-(pyridin-4-yl)propan-2-yl]-3-methoxy-2,3-dihydro-1H-isoindol-1-on